CC1(O[C@@H]2[C@H](O[C@H]([C@@H]2O1)N3C=NC4=C(N=CN=C43)N)CO)C 2',3'-O-isopropylideneadenosine